Methyl (E)-3-((trans-4-((tert-butoxycarbonyl)amino)cyclohexyl)oxy)acrylate C(C)(C)(C)OC(=O)N[C@@H]1CC[C@H](CC1)O/C=C/C(=O)OC